1-bromo-7,8-difluoroisoquinolin-3-amine BrC1=NC(=CC2=CC=C(C(=C12)F)F)N